ClC1=C2N=CC=NC2=C(C=C1N)C1=CC=C(C=C1)OC(F)(F)F 5-chloro-8-(4-(trifluoromethoxy)phenyl)quinoxalin-6-amine